FC1=C(C=CC(=C1F)OC)C1=CN=C2N1C=CN=C2NC2=CC(=C(C(=O)N[C@H](C(=O)NCCNC)C)C=C2)CC 4-[[3-(2,3-difluoro-4-methoxyphenyl)imidazo[1,2-a]pyrazin-8-yl]amino]-2-ethyl-N-[(1S)-1-methyl-2-[2-(methyl-amino)ethylamino]-2-oxo-ethyl]benzamide